NCC1(N=C(N(C1=O)CC1=CC(=C(C=C1)C=1C(=CC=CC1)S(=O)(=O)N(COC)C1=NOC(=C1C)C)COCC)CCCC)C 4'-((4-(aminomethyl)-2-butyl-4-methyl-5-oxo-4,5-dihydro-1H-imidazol-1-yl)methyl)-N-(4,5-dimethylisoxazol-3-yl)-2'-(ethoxymethyl)-N-(methoxymethyl)-[1,1'-biphenyl]-2-sulfonamide